FC1=CC=C(C=C1)[C@H]1[C@@H](CC=C(C1)CCC=C(C)C)C(=O)C1=C(C=C(C=C1OCOC)OC)OCOC (trans-4'-fluoro-5-(4-methylpent-3-en-1-yl)-1,2,3,6-tetrahydro-[1,1'-biphenyl]-2-yl)(4-Methoxy-2,6-bis(methoxymethoxy)phenyl)methanone